(3-((6-chloro-5-cyclopropylpyridin-3-yl)oxy)azetidin-1-yl)(6-(3-cyclopropyl-1H-1,2,4-triazol-1-yl)-2-azaspiro[3.3]heptan-2-yl)methanone ClC1=C(C=C(C=N1)OC1CN(C1)C(=O)N1CC2(C1)CC(C2)N2N=C(N=C2)C2CC2)C2CC2